C(C=C)N(CC[C@@H](C(=O)OC(C)(C)C)NC(=O)OC(C)(C)C)C1=C(C=CC=C1F)NC(=O)OC(C)(C)C tert-butyl (S)-4-(allyl(2-((tert-butoxycarbonyl)amino)-6-fluorophenyl)amino)-2-((tert-butoxycarbonyl)amino)butanoate